(R)-2-methyl-5-(methyl((1-methylazetidin-3-yl)methyl)amino)-N-(1-(2-(1-methyl-1H-pyrazol-4-yl)quinolin-4-yl)ethyl)benzamide CC1=C(C(=O)N[C@H](C)C2=CC(=NC3=CC=CC=C23)C=2C=NN(C2)C)C=C(C=C1)N(CC1CN(C1)C)C